4-tert-butyl-5-methoxycatechol C(C)(C)(C)C=1C=C(C(O)=CC1OC)O